methyl 1-(7-cyano-1-(7-methoxy-1,3-dimethyl-2-oxo-1,2-dihydroquinolin-5-yl)-4-methyl-1,2,3,4-tetrahydroquinoxalin-6-yl)piperidine-4-carboxylate C(#N)C1=C(C=C2N(CCN(C2=C1)C1=C2C=C(C(N(C2=CC(=C1)OC)C)=O)C)C)N1CCC(CC1)C(=O)OC